CN(C(CN1N=CC(=C1)NC(CCNC1=CC(=NC=C1)C)=O)=O)CCOC1=CC=C(C=C1)C N-(1-(2-(methyl(2-(p-tolyloxy)ethyl)amino)-2-oxoethyl)-1H-pyrazol-4-yl)-3-((2-methylpyridin-4-yl)amino)propanamide